(+/-)-2-((trans)-2-(hydroxymethyl)cyclopropyl)isoindoline-1,3-dione OC[C@H]1[C@@H](C1)N1C(C2=CC=CC=C2C1=O)=O |r|